(E)-N-methyl-N'-((5-(trifluoromethyl)pyridin-2-yl)methylene)picolinohydrazide CN(/N=C/C1=NC=C(C=C1)C(F)(F)F)C(C1=NC=CC=C1)=O